{4-amino-6-[(4-phenoxyphenyl)amino]pyrimidin-2-yl}methanol NC1=NC(=NC(=C1)NC1=CC=C(C=C1)OC1=CC=CC=C1)CO